[Na+].COC1(NC=CC(=N1)C(=O)[O-])C 2-methoxy-2-methyl-pyrimidine-4-carboxylic acid, sodium salt